C1(CCC1)COC=1C(=C(C=2CC(OC(C2C1)=O)O)C=O)OC 7-Cyclobutylmethoxy-3-hydroxy-6-methoxy-1-oxo-isochroman-5-carbaldehyde